BrC=1C=CC=C2C(CS(CC12)(=O)=O)O[Si](C1=CC=CC=C1)(C1=CC=CC=C1)C(C)(C)C 8-bromo-4-((tert-butyldiphenylsilyl)oxy)isothiochromane 2,2-dioxide